1-Benzyl-4-methyl-2,5-dihydro-1H-pyrrole-3-carboxylate C(C1=CC=CC=C1)N1CC(=C(C1)C)C(=O)[O-]